6-ethoxy-2,3-difluorobenzyl alcohol C(C)OC1=CC=C(C(=C1CO)F)F